COC=1C=C2CCN(CC2=CC1NC1=NC=C2C(=N1)N(N=C2)CCN(C(C)=O)C)C N-[2-[6-[(6-methoxy-2-methyl-3,4-dihydro-1H-isoquinolin-7-yl)amino]pyrazolo[3,4-d]pyrimidin-1-yl]ethyl]-N-methyl-acetamide